ClC1=C(C(=O)N2CCC(CC2)CC[N+](C)(C)C)C=CC(=C1)NC(=O)C=1N(C(=CN1)C1=C(C(=C(C=C1)OC)F)F)C 2-[1-[2-chloro-4-[[5-(2,3-difluoro-4-methoxy-phenyl)-1-methyl-imidazole-2-carbonyl]amino]benzoyl]-4-piperidyl]ethyl-trimethyl-ammonium